C[C@@]1(N(C=2N(C(C=C(N2)N2[C@@H](COCC2)C)=O)C1)CC1=NOC(=N1)C)C(F)(F)F (S)-2-Methyl-7-((R)-3-methylmorpholin-4-yl)-1-(5-methyl-[1,2,4]oxadiazol-3-yl-methyl)-2-trifluoromethyl-2,3-dihydro-1H-imidazo[1,2-a]-pyrimidin-5-one